C1(=CC(=CC=C1)C1=C(C(=O)O)C=CC=C1N)C1=C(C(=O)O)C=CC=C1N.NC1=CC(=NC=C1C(F)(F)C1CC1)NC(C)=O N-(4-amino-5-(cyclopropyldifluoromethyl)pyridin-2-yl)acetamide 1,3-phenylenebis(3-aminobenzoate)